FC1=CC=C(C=C1)C=1N=CN(C1C=1OC=C(N1)C(=O)NC1=NC=C(C=C1)N1CCOCC1)C1COC1 2-(4-(4-fluorophenyl)-1-(oxetan-3-yl)-1H-imidazol-5-yl)-N-(5-morpholinopyridin-2-yl)oxazole-4-carboxamide